BrC1=CC=C2C=3C=CC(=CC3C(C2=C1)(CCC)CCC)C1=CC=C(C=C1)C1=CC=CC=2C3=CC=CC=C3NC12 (4-(7-bromo-9,9-dipropyl-9H-fluoren-2-yl)phenyl)-9H-carbazole